CC(CC(=O)O)(CC)C.N1(CCCCCC1)C=1C=C(N)C=CC1C(=O)N1CCN(CC1)CCC 3-(azepan-1-yl)-4-(4-propylpiperazine-1-carbonyl)aniline 3,3-dimethylpentanoate